6-(trifluoromethyl)-1,2-dihydropyridin-3-amide FC(C1=CC=C(CN1)C(=O)N)(F)F